butane-1,4-diylbis((3-((tertbutoxycarbonyl)amino)propyl)carbamate) C(CCCN(C([O-])=O)CCCNC(=O)OC(C)(C)C)N(C([O-])=O)CCCNC(=O)OC(C)(C)C